OCC(C(=O)O)(C)CO 2,2-bis-(hydroxymethyl)propionic acid